5-chloro-N-isopropyl-7-(pyrrolidin-1-ylmethyl)-1-((2-(trimethylsilyl)ethoxy)methyl)-1H-pyrazolo[4,3-b]pyridin-3-amine ClC1=CC(=C2C(=N1)C(=NN2COCC[Si](C)(C)C)NC(C)C)CN2CCCC2